benzyl (1-{(1r,4r)-4-[(tert-butoxycarbonyl)amino]cyclohexyl}ethyl)carbamate C(C)(C)(C)OC(=O)NC1CCC(CC1)C(C)NC(OCC1=CC=CC=C1)=O